ClCC(C)Cl (l)-1,2-dichloropropane